COC(=O)C1NC1 methyl-aziridin-2-carboxylate